pyrazolo[1,5-a][1,4]diazepin N1C=CC=2N1C=CC=NC2